(2R,3S)-N-(2-(diethylamino)-4-((4-(trifluoromethyl)benzyl)amino)phenyl)-2,3-difluorooctanamide C(C)N(C1=C(C=CC(=C1)NCC1=CC=C(C=C1)C(F)(F)F)NC([C@H]([C@H](CCCCC)F)F)=O)CC